N-((2-(1-cyclopropylethyl)-6-isopropylphenyl)carbamoyl)-4-(2-hydroxypropan-2-yl)furan-2-sulfonimidamide C1(CC1)C(C)C1=C(C(=CC=C1)C(C)C)NC(=O)NS(=O)(=N)C=1OC=C(C1)C(C)(C)O